Propane-1-one trifluoroacetate salt FC(C(=O)O)(F)F.C(CC)=O